hexamethylene 2,5-furandicarboxylate O1C2=CC=C1C(=O)OCCCCCCOC2=O